N-[2-amino-5-(4-fluorophenyl)phenyl]-4-[(2-methoxypyrimidin-5-yl)sulfonyl]benzamide methyl-2-(7-aminohept-1-yn-1-yl)-5-(3-aminopropanamido)benzoate COC(C1=C(C=CC(=C1)NC(CCN)=O)C#CCCCCCN)=O.NC1=C(C=C(C=C1)C1=CC=C(C=C1)F)NC(C1=CC=C(C=C1)S(=O)(=O)C=1C=NC(=NC1)OC)=O